o-valeryl-benzoic acid C(CCCC)(=O)C1=C(C(=O)O)C=CC=C1